1,2-difluoroethane ethyl-4-(3-cyanophenyl)-2-morpholino-6-(4-pyridylamino)pyrimidine-6-carboxylate C(C)OC(=O)C1(C=C(N=C(N1)N1CCOCC1)C1=CC(=CC=C1)C#N)NC1=CC=NC=C1.FCCF